C1=C(C(=CC2=CC=CC=C12)C(=O)[O-])C(=O)[O-] naphthalene-2,3-dicarboxylate